3''-chloro-4''-((3,5-difluoropyridine-2-yl)methoxy)-3-(2-hydroxypropane-2-yl)-5,5',6''-trimethyl-2H,2''H-[1,2':4',1''-terpyridine] ClC=1CN(C(=CC1OCC1=NC=C(C=C1F)F)C)C1=CC(=NC=C1C)N1CC(=CC(=C1)C)C(C)(C)O